ClC=1C=C(C=C(C1)Cl)C1=NC(=CC(=C1)CN1CCC(CC1)CNC(=O)NC)OC=1C=NC(=NC1)N1CCN(CC1)CCCO 1-((1-((2-(3,5-dichloro-phenyl)-6-((2-(4-(3-hydroxypropyl)piperazin-1-yl)pyrimidin-5-yl)oxy)pyridin-4-yl)methyl)piperidin-4-yl)methyl)-3-methylurea